((1r,3R,5S,7r)-3,5-Dimethyladamantan-1-yl)-3-(piperidin-4-yl)urea C[C@]12CC3(CC(C[C@@](C1)(C3)C)C2)NC(=O)NC2CCNCC2